Praseodymium oxide ruthenium [Ru+3].[O-2].[Pr+3].[O-2].[O-2]